C(CC)N[C@@H](CCC(=O)O)C(=O)O propyl-glutamic acid